4-(2-Methoxyethyl)-7-nitro-2-phenyl-2H-1,4-benzoxazin-3(4H)-one COCCN1C(C(OC2=C1C=CC(=C2)[N+](=O)[O-])C2=CC=CC=C2)=O